1-(4-chlorophenyl)-2-methylpropan-2-yl 2-(tert-butoxycarbonylamino)-3-hydroxypropanoate C(C)(C)(C)OC(=O)NC(C(=O)OC(CC1=CC=C(C=C1)Cl)(C)C)CO